6-{[2,6-bis(2,6-dimethoxyphenyl)phenyl-(2,6-diphenoxyphenyl)]-phosphino}-2-tert-butylphenol COC1=C(C(=CC=C1)OC)C1=C(C(=CC=C1)C1=C(C=CC=C1OC)OC)C=1C(=C(C(=CC1)OC1=CC=CC=C1)PC1=CC=CC(=C1O)C(C)(C)C)OC1=CC=CC=C1